2-(1-(6-(2,4-dimethoxypyrimidin-5-yl)imidazo[1,2-b]pyridazin-8-yl)pyrrolidin-3-yl)-2,2-difluoro-N-isopropylacetamide COC1=NC=C(C(=N1)OC)C=1C=C(C=2N(N1)C=CN2)N2CC(CC2)C(C(=O)NC(C)C)(F)F